3-(3-(3-Chloro-4-fluorophenyl)-1-(1-(1-oxo-1,2-dihydroisoquinolin-4-yl)ethyl)ureido)-N,N-dimethylpropionamide ClC=1C=C(C=CC1F)NC(N(C(C)C1=CNC(C2=CC=CC=C12)=O)CCC(=O)N(C)C)=O